4-((s)-4-acryloyl-2-methylpiperazine-1-yl)-7-(2-amino-3,5-dichloro-6-fluorophenyl)-6-chloro-1-(2-isopropyl-4-(methylthio)pyridin-3-yl)pyrido[2,3-d]pyrimidin-2(1H)-one C(C=C)(=O)N1C[C@@H](N(CC1)C=1C2=C(N(C(N1)=O)C=1C(=NC=CC1SC)C(C)C)N=C(C(=C2)Cl)C2=C(C(=CC(=C2F)Cl)Cl)N)C